(S)-1'-(2-aminoisonicotinoyl)-5,6-dichlorospiro[indoline-3,3'-pyrrolidin]-2-one NC=1C=C(C(=O)N2C[C@@]3(CC2)C(NC2=CC(=C(C=C23)Cl)Cl)=O)C=CN1